CS(=O)(=O)C1=CC=C(C=C1)C=1C(NC2=CC=C(C=C2C1)C1=CC=C(C=C1)C1CCN(CC1)C(C)C)=O 3-(4-methanesulfonylphenyl)-6-{4-[1-(propan-2-yl)piperidin-4-yl]phenyl}-1,2-dihydroquinolin-2-one